6-(2-((4-methoxybenzyl)oxy)pyrimidin-5-yl)-5-methyl-2-(tetrahydro-2H-pyran-4-yl)pyridin-3-amine COC1=CC=C(COC2=NC=C(C=N2)C2=C(C=C(C(=N2)C2CCOCC2)N)C)C=C1